OCCN(C1=C(C=C(C=C1)N)[N+](=O)[O-])CCO N,N-bis-(2-hydroxyethyl)-2-nitro-p-phenylenediamine